C1(=CC=CC=C1O)C.[Li] lithium cresol salt